7-(3'-(dimethylamino)-2',3'-dihydrospiro[cyclopropan-1,1'-inden]-6'-yl)-2-(((3S,4R)-3-hydroxytetrahydro-2H-pyran-4-yl)amino)-N,N-dimethyl-7H-pyrrolo[2,3-d]pyrimidine-6-carboxamide CN(C1CC2(C3=CC(=CC=C13)N1C(=CC3=C1N=C(N=C3)N[C@H]3[C@@H](COCC3)O)C(=O)N(C)C)CC2)C